CC(CCCCCCCOC(CCCCC(=O)OCCCCCCCC(C)C)=O)C Bis(8-methylnonyl)hexandioat